1-(5-(1-methyl-1H-pyrazol-4-yl)pyridin-yl)urea CN1N=CC(=C1)C=1C=CC(=NC1)NC(=O)N